2-dimethylamino-4-(trifluoromethyl)-6H-1,3-oxazin-6-one CN(C=1OC(C=C(N1)C(F)(F)F)=O)C